dibenzylmethylene(cyclopentadienyl)(3,6-di-t-butylfluorenyl)zirconium dichloride [Cl-].[Cl-].C(C1=CC=CC=C1)C(CC1=CC=CC=C1)=[Zr+2](C1=CC(=CC=2C3=CC(=CC=C3CC12)C(C)(C)C)C(C)(C)C)C1C=CC=C1